N-(2-cyanoethyl)-N-isopropyl-amine C(#N)CCNC(C)C